ClC=1C=C(C=NC1)CN1N=C(C=CC1=O)C=1C=NC(=NC1)OCC(F)(F)F 2-((5-chloropyridin-3-yl)methyl)-6-(2-(2,2,2-trifluoroethoxy)pyrimidin-5-yl)pyridazine-3(2H)-one